4,4'-oxybis(2-aminophenol) O(C1=CC(=C(C=C1)O)N)C1=CC(=C(C=C1)O)N